[Na].C(C)O[Si](CCCNC1=NC(=NC(=N1)S)S)(OCC)OCC 6-(3-triethoxysilylpropylamino)-1,3,5-triazine-2,4-dithiol sodium